1-allyl-2-(4-methoxyphenyl)benzimidazole C(C=C)N1C(=NC2=C1C=CC=C2)C2=CC=C(C=C2)OC